NC1=C(C(=O)O)C=C(C=C1N)Br 2,3-diamino-5-bromobenzoic acid